C(=O)(O)N[C@@H](CC(=O)O)C(=O)O N-carboxy-L-aspartic acid